Cl.OC1=CC=C([C@H](N)C(=O)O)C=C1 L-p-hydroxyphenylglycine hydrochloride